(4aR,8aS)-6-[4-[(2,4-difluorophenoxy)methyl]piperidine-1-carbonyl]-4,4a,5,7,8,8a-hexahydropyrido[4,3-b][1,4]oxazin-3-one FC1=C(OCC2CCN(CC2)C(=O)N2C[C@@H]3[C@@H](OCC(N3)=O)CC2)C=CC(=C1)F